COC1=C(C2=C(C=N1)C=NN2C)N(S(=O)(=O)C=2C=NC(=CC2)N2N=C(C=C2)C(F)(F)F)C N-(6-METHOXY-1-METHYL-1H-PYRAZOLO[4,3-C]PYRIDIN-7-YL)-N-METHYL-6-(3-(TRIFLUOROMETHYL)-1H-PYRAZOL-1-YL)PYRIDINE-3-SULFONAMIDE